1-(5,8-dimethoxy-3,4-dihydro-1H-isochromen-7-yl)propan-2-amine COC1=C2CCOCC2=C(C(=C1)CC(C)N)OC